3-chloro-5-fluoro-N-[[3,3,5,5-tetradeuterio-1-[2-oxo-2-[(2,2,2-trideuterio-1,1-dimethyl-ethyl)amino]ethyl]-4-piperidyl]methyl]benzamide ClC=1C=C(C(=O)NCC2C(CN(CC2([2H])[2H])CC(NC(C([2H])([2H])[2H])(C)C)=O)([2H])[2H])C=C(C1)F